((4-(benzyloxy)-2,6-dichloro-3-fluorobenzyl)oxy)(tert-butyl)dimethylsilane C(C1=CC=CC=C1)OC1=C(C(=C(CO[Si](C)(C)C(C)(C)C)C(=C1)Cl)Cl)F